C=C1C(C(CCC1)N)N methylene-1,2-cyclohexanediamine